tert-butyl 3-((2-(((6-chloropyrimidin-4-yl)amino)methyl)-6-cyclopropylimidazo[1,2-a]pyridin-8-yl)methyl)azetidine-1-carboxylate ClC1=CC(=NC=N1)NCC=1N=C2N(C=C(C=C2CC2CN(C2)C(=O)OC(C)(C)C)C2CC2)C1